C(CCC)N1C=[N+](C=C1)C N-butyl-N'-methylimidazolium